4-phenyl-1,2-bis(4-trifluoromethylphenyl)-1,2,4-triazolidine C1(=CC=CC=C1)N1CN(N(C1)C1=CC=C(C=C1)C(F)(F)F)C1=CC=C(C=C1)C(F)(F)F